FC(OCCNCN1C(C2=C3C(C(=CC=C13)F)=CC=C2)=O)F [[2-(Difluoromethoxy)ethylamino]methyl]-6-fluoro-benzo[cd]indol-2(1H)-one